5-(3-bromophenyl)-5-(2-(pyridin-4-yl)ethyl)furan-2(5H)-one BrC=1C=C(C=CC1)C1(C=CC(O1)=O)CCC1=CC=NC=C1